OC1=C(C=O)C=CC(=C1)C=1C=CC=2C(N(C(C3=CC=CC1C23)=O)CCCCCC)=O 2-hydroxy-4-(2-hexyl-2,3-dihydro-1,3-dioxo-1H-benzo[de]isoquinolin-6-yl)benzaldehyde